Vitamin C stearate C(CCCCCCCCCCCCCCCCC)(=O)O.OC=1[C@H](OC(C1O)=O)[C@H](CO)O